COC1=CC=C(CN2C(C3=NC=C(C4=CC=CC2=C34)N3C(=C(C=C3)C(=O)O)C(F)(F)F)=C=O)C=C1 (1-(4-methoxybenzyl)-2-carbonyl-1,2-dihydropyrrolo[2,3,4-ij]isoquinolin-5-yl)-2-trifluoromethyl-1H-pyrrole-3-carboxylic acid